S(=O)(=O)(O)O.C(#N)C=1C=NC=CC1 3-cyanopyridine hydrogen sulfate